N-[(6-Amino-2-pyridyl)sulfonyl]-2-(2,6-dimethylphenoxy)-6-(3-fluoro-5-isobutoxyphenyl)pyridin-3-carboxamid NC1=CC=CC(=N1)S(=O)(=O)NC(=O)C=1C(=NC(=CC1)C1=CC(=CC(=C1)OCC(C)C)F)OC1=C(C=CC=C1C)C